tert-butyl (2R,6S)-4-(4-bromo-1-naphthyl)-2,6-dimethyl-piperazine-1-carboxylate BrC1=CC=C(C2=CC=CC=C12)N1C[C@H](N([C@H](C1)C)C(=O)OC(C)(C)C)C